1,1-dichlorocyclopentane ClC1(CCCC1)Cl